C(C)(C)C1=CC=C(C=C1)N1N=C(N=C1)C(=O)N(C)C1=CC=C(C=C1)OC 1-(4-isopropylphenyl)-N-(4-methoxyphenyl)-N-methyl-1H-1,2,4-triazole-3-carboxamide